N-(5-Bromo-1-mesityl-1H-pyrazol-3-yl)benzenesulfonamide BrC1=CC(=NN1C1=C(C=C(C=C1C)C)C)NS(=O)(=O)C1=CC=CC=C1